1-[2-[3-(difluoromethyl)-5-methoxy-pyrazol-1-yl]-6-[5-[(6-methylpyridazin-3-yl)amino]benzimidazol-1-yl]-3-pyridyl]ethanol FC(C1=NN(C(=C1)OC)C1=NC(=CC=C1C(C)O)N1C=NC2=C1C=CC(=C2)NC=2N=NC(=CC2)C)F